6,6-dimethyl-2-(2-(((3R,4S)-3-methyl-1-((1-methyl-1H-pyrazol-4-yl)sulfonyl)piperidin-4-yl)amino)-5-(trifluoromethyl)pyrimidin-4-yl)-5,6-dihydro-4H-thieno[2,3-c]pyrrol-4-one CC1(NC(C2=C1SC(=C2)C2=NC(=NC=C2C(F)(F)F)N[C@@H]2[C@@H](CN(CC2)S(=O)(=O)C=2C=NN(C2)C)C)=O)C